tert-Butyl N-[(1S,2R)-2-({3-[4-({[(1S,2R)-1-{[(tert-butoxy)carbonyl]amino}-2,3-dihydro-1H-inden-2-yl]oxy}methyl)phenyl]prop-2-yn-1-yl}oxy)-2,3-dihydro-1H-inden-1-yl]carbamate C(C)(C)(C)OC(=O)N[C@@H]1[C@@H](CC2=CC=CC=C12)OCC1=CC=C(C=C1)C#CCO[C@H]1[C@H](C2=CC=CC=C2C1)NC(OC(C)(C)C)=O